9,9',9'',9'''-(4-(2-(2,6-dimethylpyridin-4-yl)phenyl)pyridine-2,3,5,6-tetrayl)tetrakis(3-(tert-butyl)-9H-carbazole) CC1=NC(=CC(=C1)C1=C(C=CC=C1)C1=C(C(=NC(=C1N1C2=CC=CC=C2C=2C=C(C=CC12)C(C)(C)C)N1C2=CC=CC=C2C=2C=C(C=CC12)C(C)(C)C)N1C2=CC=CC=C2C=2C=C(C=CC12)C(C)(C)C)N1C2=CC=CC=C2C=2C=C(C=CC12)C(C)(C)C)C